ClC1=C(C=CC=C1F)C=1C(N(C(N(C1)CC(=O)N1CCC(CC1)N1C(NC2=C(CC1)C=C(C=C2)OC)=O)=O)C(COC)COC)=O 5-(2-chloro-3-fluoro-phenyl)-3-[2-methoxy-1-(methoxymethyl)ethyl]-1-[2-[4-(7-methoxy-2-oxo-4,5-dihydro-1H-1,3-benzodiazepin-3-yl)-1-piperidyl]-2-oxo-ethyl]pyrimidine-2,4-dione